C(CCCC[C@@H]1SC[C@@H]2NC(=O)N[C@H]12)(=O)NCCOCCOCCC(=O)O 9-(biotinamido)-4,7-dioxanonanoic acid